C(#N)C=1C=NC2=CC=C(C=C2C1NC1=CC=C(C=C1)OC1=CC(=CC=C1)NC(=O)NC1=CC(=CC=C1)C(F)(F)F)NC(CCCCCCC(=O)NC1=C2C(N(C(C2=CC=C1)=O)C1C(NC(CC1)=O)=O)=O)=O N1-(3-cyano-4-((4-(3-(3-(3-(trifluoromethyl)phenyl)ureido)phenoxy)phenyl)amino)quinolin-6-yl)-N8-(2-(2,6-dioxopiperidin-3-yl)-1,3-dioxoisoindolin-4-yl)octanediamide